[2-chloro-4-fluoro-5-(7-morpholin-4-yl-quinazolin-4-yl)phenyl]-(6-methoxy-pyridazin-3-yl)methanol ClC1=C(C=C(C(=C1)F)C1=NC=NC2=CC(=CC=C12)N1CCOCC1)C(O)C=1N=NC(=CC1)OC